FC1=CC=C(C=N1)C1=NC2=C(C=C(C=C2C(N1C)=O)C)[C@@H](C)NS(=O)(=O)C(C)(C)C (R)-N-(1-(2-(6-fluoropyridin-3-yl)-3,6-dimethyl-4-oxo-3,4-dihydroquinazolin-8-yl)ethyl)-2-methylpropane-2-sulfonamide